C1(CCCC1)[C@@H](CC(=O)N[C@@H](COC(F)F)C1=CC(=CC=C1)OC(F)F)O (R)-3-Cyclopentyl-N-((R)-2-(difluoromethoxy)-1-(3-(difluoromethoxy)phenyl)ethyl)-3-hydroxypropanamid